C(=O)(O)[C@@H](CC1=CC=C(NC2=CC=C(C=C2)C[C@H](C(=O)O)[C@@H]2CNCC2)C=C1)[C@@H]1CNCC1 (2S)-3-[4-[4-[(2S)-2-Carboxy-2-[(3R)-pyrrolidin-3-yl]ethyl]anilino]phenyl]-2-[(3R)-pyrrolidin-3-yl]propanoic acid